1-((3aR,5r,6aS)-5-((5-(1-(2,2-difluoroethyl)-2-methyl-1H-imidazo[4,5-b]pyridin-6-yl)-4-methoxy-7H-pyrrolo[2,3-d]pyrimidin-2-yl)amino)hexahydrocyclopenta[c]pyrrol-2(1H)-yl)ethan-1-one FC(CN1C(=NC2=NC=C(C=C21)C2=CNC=1N=C(N=C(C12)OC)NC1C[C@@H]2[C@@H](CN(C2)C(C)=O)C1)C)F